NCCCCNCCCNC(=O)C=1N=C(SC1)C=1N=C(SC1)CCNC(CCC=1N=NN(C1)C)=O N-(3-((4-Aminobutyl)amino)propyl)-2'-(2-(3-(1-methyl-1H-1,2,3-triazol-4-yl)propanamido)ethyl)-[2,4'-bithiazole]-4-carboxamide